(1R,2S,3S,4R,5S)-5-hydroxy-3-(2-methylpyridin-4-yl)-N-(3-(trifluoromethyl)benzeneYl)-7-oxabicyclo[2.2.1]Heptane-2-carboxamide O[C@@H]1[C@H]2[C@@H]([C@@H]([C@@H](C1)O2)C(=O)NC2=CC(=CC=C2)C(F)(F)F)C2=CC(=NC=C2)C